C(CCCCCCC)S(C1=NC=NC(=N1)NC1=CC(=C(C(=C1)C(C)(C)C)O)C(C)(C)C)CCCCCCCC 4-bis-octylmercapto-6-(3,5-di-tert-butyl-4-hydroxyanilino)-1,3,5-triazine